3-(trimethoxysilyl)acrylic acid propyl ester C(CC)OC(C=C[Si](OC)(OC)OC)=O